benzyl 4-((2-(methoxycarbonyl)-1H-pyrrol-1-yl)methyl)piperidine-1-carboxylate COC(=O)C=1N(C=CC1)CC1CCN(CC1)C(=O)OCC1=CC=CC=C1